5-[(2-hydroxy-2-methylpropyl)amino]-[1,3]thiazolo[5,4-d]pyrimidin OC(CNC=1N=CC2=C(N1)SC=N2)(C)C